Cl.CN(C1=CC=C(C=C1)C1=NC2=C(N1)C=CC(=C2)C)C N,N-dimethyl-4-(5-methyl-1H-benzo[d]imidazol-2-yl)aniline hydrochloride